ClC1=C(C=CC=C1Cl)C1(CN(CC1)C(=O)OC(C)(C)C)NC1=CC=C2C(C(N(C2=C1)C)=O)(C)C tert-butyl 3-(2,3-dichlorophenyl)-3-[(1,3,3-trimethyl-2-oxoindol-6-yl) amino]pyrrolidine-1-carboxylate